6-((2-(6,8-dioxa-2-azaspiro[3.5]nonan-7-yl)ethyl)(3-fluoro-4-methoxybenzyl)amino)nicotinonitrile C1NCC12COC(OC2)CCN(C2=NC=C(C#N)C=C2)CC2=CC(=C(C=C2)OC)F